CC(C(=O)O)(\C=C\CC(=O)O)C1=CC=C(C=C1)SC 2-methyl-2-(4-methylsulfanyl-phenyl)trans-3-hexenedioic acid